4-(2-(2,4-difluorophenyl)-2-methylbenzo[d][1,3]dioxol-4-yl)piperidine HCl salt Cl.FC1=C(C=CC(=C1)F)C1(OC2=C(O1)C=CC=C2C2CCNCC2)C